(S)-N,N-dimethyl-8-((tetrahydrofuran-3-yl)amino)-1,2,3,4-tetrahydroisoquinoline-6-carboxamide hydrochloride Cl.CN(C(=O)C=1C=C2CCNCC2=C(C1)N[C@@H]1COCC1)C